1,8-bis(2-naphthyl)fluorene C1=C(C=CC2=CC=CC=C12)C1=CC=CC=2C3=CC=CC(=C3CC12)C1=CC2=CC=CC=C2C=C1